C(C1=CC=CC=C1)NCC(C)(O)C 1-(benzylamino)-2-methylpropan-2-ol